C(C)OC(=O)C1=C(CC(O1)(C(F)(F)F)C)C1=C(C(=C(C=C1)F)F)OC 4-(3,4-difluoro-2-methoxy-phenyl)-2-methyl-2-(trifluoromethyl)-3H-furan-5-carboxylic acid ethyl ester